1-{4-[{4-[(2S)-2,3-dihydro-1,4-benzodioxin-2-yl]benzyl}(methyl)amino]piperidin-1-yl}ethanone O1[C@H](COC2=C1C=CC=C2)C2=CC=C(CN(C1CCN(CC1)C(C)=O)C)C=C2